2-methyl-4-butyl-6-propylphenol CC1=C(C(=CC(=C1)CCCC)CCC)O